bis[2'-hydroxyethoxy] sulfide OCCOSOCCO